C(C1=CC=CC=C1)N1N=C(N=C1)C(=O)N[C@H]1C(N(C=2N(CC1)N=C(C2)CCCN2CCOCC2)C)=O 1-benzyl-N-[(6R)-4-methyl-2-(3-morpholinopropyl)-5-oxo-7,8-dihydro-6H-pyrazolo[1,5-a][1,3]diazepin-6-yl]-1,2,4-triazole-3-carboxamide